ON1C=CC2=C1C=CC=C2 1-hydroxybenzazole